[NH4+].FC1=C(C=CC(=C1)F)CON1N=C(C=C1)C1CC(N(CC1)CC1=NC2=C(N1CC1=CN=CN1CC)C=C(C=C2)C(=O)[O-])C 2-[(4-{1-[(2,4-difluorophenyl)methoxy]-1H-pyrazol-3-yl}-2-methylpiperidin-1-yl)methyl]-1-[(1-ethyl-1H-imidazol-5-yl)methyl]-1H-benzimidazole-6-carboxylic acid, ammonium salt